C1(CCCC1)CC(=O)N1CC2=C(CC1)N=C(S2)N2C1CN(CC2CC1)CC 2-cyclopentyl-1-(2-(3-ethyl-3,8-diazabicyclo[3.2.1]octan-8-yl)-6,7-dihydrothiazolo[5,4-c]pyridin-5(4H)-yl)ethan-1-one